OC1=C(C=C(C=C1)C1(C2=CC=CC=C2C=2C=CC=CC12)C1=CC(=C(C=C1)O)CCC)CCC 9,9-bis(4-hydroxy-3-n-propylphenyl)fluorene